8-(2-{11-[(dimethylamino)methyl]nonadecyl}cyclopropyl)octanoate CN(C)CC(CCCCCCCCCCC1C(C1)CCCCCCCC(=O)[O-])CCCCCCCC